FC(OC=1C=CC(=NC1)C1=NOC(=N1)NC=1C=CC(=NC1)C#N)(F)F 5-((3-(5-(Trifluoromethoxy)pyridin-2-yl)-1,2,4-oxadiazol-5-yl)amino)picolinonitrile